C1=CCCC=CCC1.C1=CCCC=CCC1.[Ni] nickel bis-(1,5-cyclooctadiene)